C(C)(CC)N1C[C@H]([C@@H](CC1)N1N=CC(=C1)C1(NC=C(C(=N1)NC)C(F)(F)F)N)F 2-(1-((trans)-1-(sec-butyl)-3-fluoropiperidin-4-yl)-1H-pyrazol-4-yl)-N4-methyl-5-(trifluoromethyl)pyrimidine-2,4-diamine